(R)-2-(3-(4-amino-3-(2-fluoro-4-phenoxyphenyl)-1H-pyrazolo[3,4-d]pyrimidin-1-yl)piperidine-1-carbonyl)-4-(4-(2-methoxyethyl)piperazin-1-yl)-4-methylpent-2-enenitrile NC1=C2C(=NC=N1)N(N=C2C2=C(C=C(C=C2)OC2=CC=CC=C2)F)[C@H]2CN(CCC2)C(=O)C(C#N)=CC(C)(C)N2CCN(CC2)CCOC